NC1=NN2C(C=C(C=C2)C=2C(=C(OCCC(C(C)(O)C3=NC=C(C=C3)F)(F)F)C(=CC2)F)F)=N1 5-(3-(2-amino-[1,2,4]triazolo[1,5-a]pyridin-7-yl)-2,6-difluorophenoxy)-3,3-difluoro-2-(5-fluoropyridin-2-yl)pentan-2-ol